ClC=1C=C(OC2C(C(C2(C)C)NC(C2=CN=C(C=C2)N2CCN(CC2)CCCOC=2C=NN(C(C2)=O)[C@H]2C(NC(CC2)=O)=O)=O)(C)C)C=CC1C#N |r| rac-N-((1r,3r)-3-(3-chloro-4-cyanophenoxy)-2,2,4,4-tetramethylcyclobutyl)-6-(4-(3-((1-(2,6-dioxopiperidin-3-yl)-6-oxo-1,6-dihydropyridazin-4-yl)oxy)propyl)piperazin-1-yl)nicotinamide